5-amino-3-(2-methoxyethyl)thiazolo[4,5-d]pyrimidine-2,7(3H,4H)-dione NC1=NC(C2=C(N1)N(C(S2)=O)CCOC)=O